C(C1=CC=CC=C1)OC(=O)N1CCC(CC1)CN1C(=NC=2C1=C1C(=NC2)C=C(S1)C)CCCC 4-((2-butyl-7-methyl-1H-imidazo[4,5-d]thieno[3,2-b]pyridin-1-yl)methyl)piperidine-1-carboxylic acid benzyl ester